FC1(CN(C1)C=1C=C(C2=C(NC(=N2)C2=CC(=CN2)C(=O)C2=C(C=CC=C2)C(F)(F)F)C1)F)F (5-(6-(3,3-difluoroazetidin-1-yl)-4-fluoro-1H-benzo[d]imidazol-2-yl)-1H-pyrrol-3-yl)(2-(trifluoromethyl)phenyl)methanone